BrCCC(=O)NC(C)(C)C1=NNC=C1F 3-bromo-N-(2-(4-fluoro-1H-pyrazol-3-yl)propan-2-yl)propanamide